(S)-2-butyl-4-chloro-1-((5'-(3-methylpiperidin-1-yl)-2'-(2H-tetrazol-5-yl)-[1,1'-biphenyl]-4-yl)methyl)-1H-imidazole-5-carboxylic Acid C(CCC)C=1N(C(=C(N1)Cl)C(=O)O)CC1=CC=C(C=C1)C1=C(C=CC(=C1)N1C[C@H](CCC1)C)C=1N=NNN1